NC1=C(SC2=NC(=C(C=C21)F)C)C(=O)NC2CC=1C=C(C(=NC1CC2)N2CC(C(C2)COC)N)F 3-amino-N-{2-[3-amino-4-(methoxymethyl)pyrrolidin-1-yl]-3-fluoro-5,6,7,8-tetrahydroquinolin-6-yl}-5-fluoro-6-methylthieno[2,3-b]pyridine-2-carboxamide